N1=C(C=CC=C1)N1CC=C2C(=CC=C2)O1 2-pyridin-2-yl-4,5-benzoxazole